ONC(=N)C1=CC=C(C=C1)F N-hydroxy-4-fluorobenzenecarboximidamide